C(C)(C)(C)OC(=O)N[C@@H](C(=O)O)C(C)C (R)-2-(tert-butoxycarbonylamino)-3-methylbutanoic acid